3-(5-(3-Chlorophenyl)-3-hydroxypicolinamido)-2-methylpropanoic acid ClC=1C=C(C=CC1)C=1C=C(C(=NC1)C(=O)NCC(C(=O)O)C)O